dodecyl-laurolactone C(CCCCCCCCCCC)C1C(=O)OCCCCCCCCCC1